2-((3H-Imidazo[4,5-c]pyridine-7-carboxamido)methyl)-5-chlorobenzofuran-7-carboxylic acid N1=CNC=2C=NC=C(C21)C(=O)NCC=2OC1=C(C2)C=C(C=C1C(=O)O)Cl